N-(3-(3-(4-Aminoimidazo[2,1-f][1,2,4]triazin-7-yl)-1,2,4-oxadiazole-5-yl)-4-methylphenyl)-3-(trifluoromethyl)benzamide NC1=NC=NN2C1=NC=C2C2=NOC(=N2)C=2C=C(C=CC2C)NC(C2=CC(=CC=C2)C(F)(F)F)=O